(1S,3R)-3-aminocyclohexanol hydrochloride Cl.N[C@H]1C[C@H](CCC1)O